1-(9Z,12Z-octadecadienoyl)-2-docosanoyl-glycero-3-phosphoserine CCCCCCCCCCCCCCCCCCCCCC(=O)O[C@H](COC(=O)CCCCCCC/C=C\C/C=C\CCCCC)COP(=O)(O)OC[C@@H](C(=O)O)N